[Cl-].FC=1C(=NC=CC1)CC1=C(C=CC=C1)P(C1=CC=CC=C1)C1=CC=CC=C1 [(3-Fluoropyridin-2-yl)methyl]triphenylphosphine chloride